FC1CCN(CC1)C1=NC=C(C=N1)C=1SC=2C(N(CCC2N1)C(=O)OC(C)(C)C)=O tert-butyl 2-(2-(4-fluoropiperidin-1-yl) pyrimidin-5-yl)-4-oxo-6,7-dihydrothiazolo[5,4-c]pyridine-5(4H)-carboxylate